O1C(=NC2=C1C=CC=C2)C=2N=C(N(C(C2O)=O)C)N(C)C(C2=CC=C(C=C2)CC(=O)O)C2=CC=CC=C2 [4-({[4-(1,3-benzoxazol-2-yl)-5-hydroxy-1-methyl-6-oxopyrimidin-2-yl](methyl)amino}(phenyl)methyl)phenyl]acetic acid